BrCCCCCCCl 1-bromo-6-chlorohexane